2,6-dimethyl-4-pyridyl-boronic acid CC1=NC(=CC(=C1)B(O)O)C